CN(CCN(CCCCCCCC(=O)OCC(CCCCCCCC)CCCCCC)CCCCCCCC(=O)OCC(CCCCCCCC)CCCCCC)CCCCNC(CCCCCCC)=O bis(2-hexyldecyl) 8,8'-((2-(methyl(4-octanamidobutyl)amino)ethyl)azanediyl)dioctanoate